2-(4-cyclopropyl-6-methoxypyrimidin-5-yl)-4-(2-fluoro-4-(1-methyl-4-(trifluoromethyl)-1H-imidazol-2-yl)benzyl)oxazolo[5,4-c]pyridine C1(CC1)C1=NC=NC(=C1C=1OC=2C(=NC=CC2N1)CC1=C(C=C(C=C1)C=1N(C=C(N1)C(F)(F)F)C)F)OC